SC1=NC=CC(=C1)S 2,4-dimercaptopyridine